FC1=C(CC=2NC(=NN2)C(=O)NC2=NC=CC(=C2)C2=C(C=CC(=C2)OCCCC(CC)(O)CC)C(F)(F)F)C=CC=C1 5-(2-fluorobenzyl)-N-(4-(5-((4-ethyl-4-hydroxyhexyl)oxy)-2-(trifluoromethyl)phenyl)pyridin-2-yl)-4H-1,2,4-triazole-3-carboxamide